2-(4-bromo-3-fluoro-phenyl)-2-methyl-propanenitrile BrC1=C(C=C(C=C1)C(C#N)(C)C)F